N-(2,2,2-trifluoro-1-(4-(4-oxo-4H-pyrazolo[3,4-d]pyrimidin-1(7H)-yl)phenyl)ethyl)formamide FC(C(C1=CC=C(C=C1)N1N=CC2=C1NC=NC2=O)NC=O)(F)F